1-(2-aminoethyl)imidazole (±)-Ethyl-2-((2-chloro-4-(4-(3-chlorophenyl)-trans-2,3-dimethylpiperazine-1-carbonyl)phenyl)thio)acetate C(C)OC(CSC1=C(C=C(C=C1)C(=O)N1[C@H]([C@@H](N(CC1)C1=CC(=CC=C1)Cl)C)C)Cl)=O.NCCN1C=NC=C1 |r|